OC=1C=C(C2=CC=CC=C2C1)[C@H]1CCC=2C(=NC(=NC2C1)OC[C@H]1N(CCC1)C)N1[C@H](CN(CC1)C(C=C)=O)C 1-[(3S)-4-[(7S)-7-(3-hydroxy-1-naphthyl)-2-[[(2S)-1-methylpyrrolidin-2-yl]methoxy]-5,6,7,8-tetrahydroquinazolin-4-yl]-3-methylpiperazin-1-yl]prop-2-en-1-one